N-[4-[8-amino-5-methyl-3-(trideuteriomethyl)imidazo[1,5-a]pyrazin-1-yl]-3-fluoro-phenyl]-2-hydroxy-2-[3-(trifluoromethyl)phenyl]acetamide NC=1C=2N(C(=CN1)C)C(=NC2C2=C(C=C(C=C2)NC(C(C2=CC(=CC=C2)C(F)(F)F)O)=O)F)C([2H])([2H])[2H]